5-pentafluoropentyl-p-toluenesulfonate FC(CCCC(F)(F)F)(C=1C(=CC=C(C)C1)S(=O)(=O)[O-])F